2-bromo-4,5-dimethoxybenzenesulfonyl chloride BrC1=C(C=C(C(=C1)OC)OC)S(=O)(=O)Cl